2,7-dimethylsuberic acid CC(C(=O)O)CCCCC(C(=O)O)C